C(OC(C1=CC=CC=C1)Cl)(OC(C1=CC=CC=C1)Cl)=O di(Chlorobenzyl) carbonate